C(CCCCC)C1C2C=CC(C1)C2 5-hexylbicyclo[2.2.1]hept-2-ene